COC1=NC=C(C(=N1)OC)C1=CC2=C(N=CN=C2N2CC(CC2)OCCN2CCCCC2)O1 6-(2,4-dimethoxypyrimidin-5-yl)-4-[3-[2-(1-piperidyl)ethoxy]pyrrolidin-1-yl]furo[2,3-d]pyrimidine